1-((4aR,6R,7R,8R,8aR)-6-(Azidomethyl)-7-methoxy-2,2-dimethylhexahydropyrano[3,2-d][1,3]dioxin-8-yl)-4-(2,3,4-trifluorophenyl)-1H-1,2,3-triazole N(=[N+]=[N-])C[C@@H]1[C@@H]([C@H]([C@H]2OC(OC[C@H]2O1)(C)C)N1N=NC(=C1)C1=C(C(=C(C=C1)F)F)F)OC